C[N+](C)(C)CC(=O)[O-] TRIMETHYLGLYCIN